CC1=C(OC2=C(C=C(C=C2C1=O)C)[C@@H](C)NC1=CC=C2C=CNC2=C1C)C=1C=NC=CC1 3,6-Dimethyl-8-[(1R)-1-[(7-methyl-1H-indol-6-yl)amino]ethyl]-2-(3-pyridyl)chromen-4-one